N1=CC(=CC=C1)CNC(NC1=CC=C(C=C1)S(NC1=CC=CC=2CCCCC12)(=O)=O)=O 3-(pyridin-3-ylmethyl)-1-{4-[(5,6,7,8-tetrahydronaphthalen-1-yl)sulfamoyl]phenyl}urea